N-(2-chloro-6-fluorophenyl)-1-(trifluoromethyl)cyclopropane-1-carboxamide ClC1=C(C(=CC=C1)F)NC(=O)C1(CC1)C(F)(F)F